OCC1CCC(CC1)N1N=C2C=C(C(=CC2=C1)[N+](=O)[O-])C(=O)OC methyl 2-((1r,4r)-4-(hydroxymethyl)cyclohexyl)-5-nitro-2H-indazole-6-carboxylate